COC1=CC2=C(OCCN2C)C=C1 6-methoxy-4-methyl-2H-benzo[b][1,4]Oxazine